tert-butyl 5-bromo-3-((2-(2-ethoxy-2-oxoethyl)-5-methoxyphenoxy)methyl)benzofuran-2-carboxylate BrC=1C=CC2=C(C(=C(O2)C(=O)OC(C)(C)C)COC2=C(C=CC(=C2)OC)CC(=O)OCC)C1